S1C(=NN=C1)N1CC2(C1)C[C@@H](CC2)N2CCC(CC2)C2=C(OCC(C)(O)C)C=CC=C2 (R)-1-(2-(1-(2-(1,3,4-thiadiazol-2-yl)-2-azaspiro[3.4]octan-6-yl)piperidin-4-yl)phenoxy)-2-methylpropan-2-ol